BrC=1C=C(C=NC1)N(C=1C=CC=C2C=CC=NC12)C N-(5-bromo-3-pyridyl)-N-methyl-quinolin-8-amine